5-(Methylamino)-6-(3-methylimidazo[4,5-c]pyridin-7-yl)-3-[[5-methyl-6-[(3R)-3-methylmorpholin-4-yl]-3-pyridyl]amino]pyrazine-2-carboxamide CNC=1N=C(C(=NC1C=1C2=C(C=NC1)N(C=N2)C)C(=O)N)NC=2C=NC(=C(C2)C)N2[C@@H](COCC2)C